11-Benzyl-2-phenyl-11H-imidazo[1',2':1,2]pyrido[3,4-b]indole C(C1=CC=CC=C1)N1C2=C(C3=CC=CC=C13)C=CN1C2=NC(=C1)C1=CC=CC=C1